Pyrazolo[1,5-a]pyrimidine-2-carboxylic acid methyl ester COC(=O)C1=NN2C(N=CC=C2)=C1